(1r,3R,5'S,7a'R)-5'-(3,5-difluorophenyl)-3-((3-fluoropyrazolo[1,5-a]pyrimidin-7-yl)oxy)tetrahydro-3'H-spiro[cyclobutane-1,2'-pyrrolo[2,1-b]oxazol]-3'-one FC=1C=C(C=C(C1)F)[C@@H]1CC[C@H]2OC3(C(N21)=O)CC(C3)OC3=CC=NC=2N3N=CC2F